C1=CC=CC=2C3=CC=CC=C3N(C12)C=1C(=C(C(=C(C1[2H])B(O)O)[2H])[2H])[2H] [5-(9H-carbazol-9-yl)phenyl-2,3,4,6-d4]boronic acid